OC[C@@]1(COC2=C1C=C(C=C2C(NC)=O)C(=O)OC)C2=CC=CC=C2 |o1:2| (R*)-Methyl 3-(hydroxymethyl)-7-(methylcarbamoyl)-3-phenyl-2,3-dihydrobenzofuran-5-carboxylate